2-(2,6-dichloro-4-pyridyl)piperazine-2HCl Cl.Cl.ClC1=NC(=CC(=C1)C1NCCNC1)Cl